CCCCC(=O)OCC ethyl n-valerate